C12CN(CC2C1)C1=NC2=C(C=C(C=C2C(N1CC)=O)C)C(C)NC1=C(C(=O)O)C=CC=C1 2-[1-[2-(3-azabicyclo[3.1.0]hexan-3-yl)-3-ethyl-6-methyl-4-oxo-quinazolin-8-yl]ethylamino]benzoic acid